(2,2',4,4'-tetramethyl-[1,1'-biphenyl]-3,3'-diyl)bis(4,5,6,7-tetrahydrothiazolo[5,4-c]pyridine-2-carboxamide) CC1=C(C=CC(=C1C1NCCC2=C1SC(=N2)C(=O)N)C)C2=C(C(=C(C=C2)C)C2NCCC1=C2SC(=N1)C(=O)N)C